OC1=C(C=C(C=C1)CCN)OC 2-(4-Hydroxy-3-methoxyphenyl)ethanamin